NC1=NC2=CC(=CC(=C2C=C1)F)CN(C(=O)C=1C=NC=CC1)C1=CC=CC=2CCS(C21)(=O)=O N-[(2-amino-5-fluoroquinolin-7-yl)methyl]-N-(1,1-dioxo-2,3-dihydro-1λ6-benzothiophen-7-yl)pyridine-3-carboxamide